methyl-3-(2-methoxy-2-oxoethyl)-1,3-dimethyl-2-oxoindoline-5-carboxylate COC(=O)C=1C=C2C(C(N(C2=CC1)C)=O)(C)CC(=O)OC